Cl.CC1(NCC(CC1)N1CCCCC1)C 2,2-dimethyl-5-(1-piperidinyl)piperidine hydrochloride